COC1=CC=C(C=C1)S(=O)(=O)NC1=CC=CC=C1C(=O)O 6-((4-methoxyphenyl)sulfonylamino)benzoic acid